C(C)(C)(C)NC1=NC=C2N=C(N(C2=N1)CC(C)(C)NC(OC(C)(C)C)=O)NC1=CC(=CC(=C1)C(F)(F)F)Cl tert-butyl (1-(2-(tert-butylamino)-8-((3-chloro-5-(trifluoromethyl)phenyl)amino)-9H-purin-9-yl)-2-methylpropan-2-yl)carbamate